cesium iodide salt [I-].[Cs+]